calcium magnesium lithium iron [Fe].[Li].[Mg].[Ca]